5-[S-3-hydroxypropyl-S-hexadecylsulfonio]-3-hydroxypentane OCCC[S+](CCCCCCCCCCCCCCCC)CCC(CC)O